O1N=C(C2=C1C=CC=C2)C2=C(C=CC=C2)[C@H](CC2=NC=CC(=C2)Br)N (S)-1-[2-(Benzo[d]isoxazol-3-yl)phenyl]-2-(4-bromopyridine-2-yl)ethan-1-amine